5-{[(4-Fluorophenyl)methyl](methyl)amino}-1-(furan-3-carbonyl)-3-(1-methansulfonyl-4-methyl-5-oxopyrrolidin-3-yl)-1H-pyrazol-4-carbonitril FC1=CC=C(C=C1)CN(C1=C(C(=NN1C(=O)C1=COC=C1)C1CN(C(C1C)=O)S(=O)(=O)C)C#N)C